FC1=C(OC2=C(C=NN2CC)C(=O)N[C@@H]2C(NC3=C(C(=N2)C2=CC=CC=C2)C=CC=C3)=O)C(=CC(=C1)C)F 5-(2,6-Difluoro-4-methylphenoxy)-1-ethyl-N-[(3S)-2-oxo-5-phenyl-1,3-dihydro-1,4-benzodiazepin-3-yl]pyrazole-4-carboxamide